Ethanesulfonic acid [5-(7-chloro-1-methyl-2-oxo-1,2,3,4-tetrahydro-quinolin-6-yl)-pyridin-3-ylmethyl]-amide ClC1=C(C=C2CCC(N(C2=C1)C)=O)C=1C=C(C=NC1)CNS(=O)(=O)CC